N-(1-(2-chloropyrimidin-4-yl)propyl)-4-(6-ethoxypyrazin-2-yl)-2-(trifluoromethyl)benzamide ClC1=NC=CC(=N1)C(CC)NC(C1=C(C=C(C=C1)C1=NC(=CN=C1)OCC)C(F)(F)F)=O